BrC1=CC2=C(N=C(N=C2)NC=2C=CC(=NC2)OCCN2CCN(CC2)C(=O)OC(C)(C)C)N(C1=O)C tert-butyl 4-[2-[[5-[(6-bromo-8-methyl-7-oxo-pyrido[2,3-d]pyrimidin-2-yl)amino]-2-pyridyl]oxy]ethyl]piperazine-1-carboxylate